C(#N)C=1C=CC(=C(C1)CNC(OC(C)(C)C)=O)O tert-butyl N-[(5-cyano-2-hydroxy-phenyl)methyl]carbamate